5-bromo-N1-(1-methylcyclopropyl)benzene-1,2-diamine BrC1=CC=C(C(=C1)NC1(CC1)C)N